BrC1=CC(=NC=C1)C(COC)=O (4-bromo-2-pyridinyl)-2-methoxy-ethanone